O1N=C(C2=C1C=CC=C2)C(=O)OCC ethyl benzo[d]isoxazole-3-carboxylate